BrC=1C=C2C=CC(=NC2=C(C1Cl)F)OC[C@H]1N(CCC1)C 6-bromo-7-chloro-8-fluoro-2-[[(2S)-1-methylpyrrolidin-2-yl]methoxy]quinoline